N1N=NC=C1C1CCN(CC1)C(\C=C\C=1C=NC(=NC1)NC1CC2=CC(=C(C=C2C1)F)F)=O (E)-1-(4-(1H-1,2,3-triazol-5-yl)piperidin-1-yl)-3-(2-((5,6-difluoro-2,3-dihydro-1H-inden-2-yl)amino)pyrimidin-5-yl)prop-2-en-1-one